BrC1=CC(=C(C=C1)CNC)F 1-(4-bromo-2-fluorophenyl)-N-methylmethanamine